FC(OC=1C=NC(=NC1)N[C@@H]1C[C@H](CC1)NC1=CC=C(C=N1)C1=CC=NC=2N1N=CC2C#N)F 7-(6-(((1S,3S)-3-((5-(difluoromethoxy)pyrimidin-2-yl)amino)cyclopentyl)amino)pyridin-3-yl)pyrazolo[1,5-a]pyrimidine-3-carbonitrile